((1S,5S)-6-(4-ethoxyphenyl)-9,9-dimethyl-3,6-diazabicyclo[3.2.2]nonan-3-yl)((S)-3-hydroxypyrrolidin-1-yl)methanone C(C)OC1=CC=C(C=C1)N1[C@@H]2CN(C[C@H](C1)CC2(C)C)C(=O)N2C[C@H](CC2)O